(R)-3-((6-chloro-5-cyclobutylpyridazin-3-yl)amino)piperidine-1-carboxylic acid tert-butyl ester C(C)(C)(C)OC(=O)N1C[C@@H](CCC1)NC=1N=NC(=C(C1)C1CCC1)Cl